3-(difluoromethoxy)-4-(1-Methylpiperidin-4-yl)benzene-1,2-diamine FC(OC1=C(C(=CC=C1C1CCN(CC1)C)N)N)F